CC1=CC=C(C=C1)S(=O)(=O)OCC1=NC(=NC=C1)Cl (2-chloropyrimidin-4-yl)methyl 4-methylbenzenesulfonate